BrC=1C=CC(=NC1)C(CO[Si](C)(C)C(C)(C)C)NS(=O)C(C)(C)C N-(1-(5-bromopyridin-2-yl)-2-((tert-butyldimethylsilyl)oxy)ethyl)-2-methylpropane-2-sulfinamide